CC=1C=C(C(=O)OC2=C(C(=CC(=C2)Br)C=NC2=C(C(=CC=C2)Cl)Cl)OC(C(C)C)=O)C=CC1 5-bromo-3-((2,3-dichloro-phenylimino)meth-yl)-2-(isobutyryloxy)phenyl 3-methylbenzoate